OC1=CN(C=C1)C1=NC(=NC(=N1)C1=NC(=CC=C1)C(F)(F)F)NC1=CC(=NC=C1)C(F)(F)F ((R)-3-hydroxypyrrol-1-yl)-6-(6-(trifluoromethyl)pyridin-2-yl)-N-(2-(trifluoromethyl)pyridin-4-yl)-1,3,5-triazin-2-amine